2-((2-(((S)-1-((2S,4R)-4-hydroxy-2-(((S)-1-(4-(4-methylthiazol-5-yl)phenyl)ethyl)carbamoyl)pyrrolidin-1-yl)-3,3-dimethyl-1-oxobutan-2-yl)amino)-2-oxoethyl)thio)acetic acid O[C@@H]1C[C@H](N(C1)C([C@H](C(C)(C)C)NC(CSCC(=O)O)=O)=O)C(N[C@@H](C)C1=CC=C(C=C1)C1=C(N=CS1)C)=O